butanoic acid, 3a,4,5,6,7,7a-hexahydro-4,7-methano-1H-indenyl ester C(CCC)(=O)OC1C=CC2C3CCC(C12)C3